3-(p-hydroxyphenylamino)benzamide OC1=CC=C(C=C1)NC=1C=C(C(=O)N)C=CC1